1-methyl-1-butylpiperidinium chloride [Cl-].C[N+]1(CCCCC1)CCCC